C1(CC1)C=1C=C2N(C(C=3N(C2=CC1)C=CN3)=O)C3=C(C=CC=C3)C 7-Cyclopropyl-5-(o-tolyl)imidazo[1,2-a]quinoxalin-4(5H)-one